FC1=C(C=CC(=C1)F)C=1N2C(SC1)=NC(=C2)C(=O)N[C@@H]2C(N(C1=C(OC2)C=CC(=N1)C#CC(C)(C)O)C)=O (S)-3-(2,4-difluorophenyl)-N-(7-(3-hydroxyl-3-methylbut-1-yn-1-yl)-5-methyl-4-oxo-2,3,4,5-tetrahydropyrido[3,2-b][1,4]oxazepine-3-yl)imidazo[2,1-b]thiazole-6-carboxamide